CC(=CCS)C 3-methyl-2-butenethiol